dimethacryloxyethyl trimethylhexyl dicarbamate C(N)(OCC(OC(C(=C)C)=O)OC(C(=C)C)=O)=O.C(N)(OCCCCCC(C)(C)C)=O